4-allyl-6-bromopyrocatechol di-isooctanoate C(CCCCC(C)C)(=O)OC=1C(OC(CCCCC(C)C)=O)=CC(=CC1Br)CC=C